CCC(=O)O.C1C(C)O1 propylene oxide (methyl acetate)